C(C)(=O)N[C@@H](CCCNC(=O)N)C(=O)O acetyl-L-citrulline